N-(3-fluoro-4-((7-(2-(3-(hydroxymethyl)azetidin-1-yl)ethoxy)-6-methoxyquinolin-4-yl)oxy)phenyl)-5-(4-fluorophenyl)-6-oxo-2,3,5,6-tetrahydrofuro[3,2-c]pyridine-7-carboxamide FC=1C=C(C=CC1OC1=CC=NC2=CC(=C(C=C12)OC)OCCN1CC(C1)CO)NC(=O)C1=C2C(=CN(C1=O)C1=CC=C(C=C1)F)CCO2